2-(4-cyclopropyl-6-methoxypyrimidin-5-yl)-N-(4-(1-isopropyl-4-(trifluoromethyl)-1H-imidazol-2-yl)benzyl)-7-methylimidazo[2,1-f][1,2,4]triazin-4-amine C1(CC1)C1=NC=NC(=C1C1=NN2C(C(=N1)NCC1=CC=C(C=C1)C=1N(C=C(N1)C(F)(F)F)C(C)C)=NC=C2C)OC